2-({6-[(1,3-benzothiazol-2-yl)amino]-5-methylpyridazin-3-yl}(methyl)amino)-5-[(3S)-3-phenoxypyrrolidin-1-yl]-1,3-thiazole-4-carboxylic acid S1C(=NC2=C1C=CC=C2)NC2=C(C=C(N=N2)N(C=2SC(=C(N2)C(=O)O)N2C[C@H](CC2)OC2=CC=CC=C2)C)C